IC1=C(C=C(C=C1C)C)O 2-iodo-3,5-dimethyl-phenol